3,4-dihydro-6-hydroxy-7-methoxy-2,2-dimethyl-1(2H)-benzopyran OC=1C(=CC2=C(CCC(O2)(C)C)C1)OC